C(C)OC(=O)[C@@H]1N(C[C@@H](C1)OC)C(=O)OC(C)(C)C (2R,4R)-1-(tert-butoxycarbonyl)-4-methoxypyrrolidine-2-carboxylic acid ethyl ester